Cl.ClC1=C(C=CC(=C1)Cl)S(=O)(=O)N1CC(C1)(CNC[C@H](C)O)COC1=CC(=C(C#N)C=C1)F (S)-4-((1-((2,4-dichlorophenyl)sulfonyl)-3-(((2-hydroxypropyl)amino)methyl)azetidin-3-yl)methoxy)-2-fluorobenzonitrile hydrochloride